2-Methyl-N-((6-(((1-methylpiperidin-4-yl)methyl)amino)pyridin-3-yl)methyl)-1H-pyrrolo[2,3-c]pyridin CC1=CC=2C(=CN=CC2)N1CC=1C=NC(=CC1)NCC1CCN(CC1)C